FC1=C2NC(C=3N(C2=CC=C1CO)N=CC3)=O 6-fluoro-7-(hydroxymethyl)-5H-pyrazolo[1,5-a]quinoxalin-4-one